(4-(2-(furan-2-yl)quinoline-4-carbonyl)piperazin-1-yl)acetamide O1C(=CC=C1)C1=NC2=CC=CC=C2C(=C1)C(=O)N1CCN(CC1)CC(=O)N